benzo[b]naphtho[2,1-d]furan-4-ol C1=CC=C(C=2C=CC=3C4=C(OC3C12)C=CC=C4)O